3-({[(3S)-1-(2-methoxypyridin-4-yl)piperidin-3-yl][(2-methylpyridin-4-yl)methyl]amino}methyl)-1-methyl-1,4-dihydroquinolin-4-one COC1=NC=CC(=C1)N1C[C@H](CCC1)N(CC1=CC(=NC=C1)C)CC1=CN(C2=CC=CC=C2C1=O)C